NC1=NN(C(=C1C1=CC=C(C=C1)N1CCN(CC1)C(=O)OC(C)(C)C)N)C(C1=C(C=CC=C1F)Cl)=O tert-butyl 4-(4-(3,5-diamino-1-(2-chloro-6-fluorobenzoyl)-1H-pyrazol-4-yl)phenyl)piperazine-1-carboxylate